6-[(Cyclopentyloxy)carbonyl]-L-lysine C1(CCCC1)OC(=O)C(CCC[C@H](N)C(=O)O)N